(R)-4-(3H-[1,2,3]triazolo[4,5-b]pyridin-3-yl)-2-fluoro-N-(piperidin-3-yl)-N-(2-(pyridin-3-yl)thieno[3,2-c]pyridin-4-yl)benzamide N1=NN(C2=NC=CC=C21)C2=CC(=C(C(=O)N(C1=NC=CC3=C1C=C(S3)C=3C=NC=CC3)[C@H]3CNCCC3)C=C2)F